ClC(CC(C(F)(F)F)(Cl)Cl)(Cl)Cl 1,1,1,3,3-Pentachloro-4,4,4-trifluorobutan